C(=CC)[Si](C)(C)CCCCCCCC propenyl-octyl-dimethyl-silane